C(C)[Pt](C1(C(=C(C=C1)C[Si](OC)(OC)OC)[Si](C)(C)CC=C)[Si](CC=C)(C)C)(CC)CC triethyl[(trimethoxysilyl)methyl-bis(allyldimethylsilyl)cyclopentadienyl]-platinum(IV)